Cl.N[C@@H](C(=O)N1CCOCC1)C (2R)-2-Amino-1-(morpholin-4-yl)propan-1-one hydrogen chloride